FC1=CC=C2NCC=NC2=C1 7-fluoro-3,4-dihydroquinoxalin